C(C)(C)(C)[C@H]1C=2C=C(C(N(C2C2=C(C1)N1C(=N2)C(=CC(=C1)Cl)C(F)(F)F)C)=O)C(=O)O (S)-5-(tert-butyl)-9-chloro-1-methyl-2-oxo-11-(trifluoromethyl)-1,2,5,6-tetrahydropyrido[2',1':2,3]imidazo[4,5-h]quinoline-3-carboxylic acid